FC(C1=NC(=NO1)C1=CC=C(C=C1)CN1C(=CC=C1)C=O)(F)F 1-[[4-[5-(trifluoromethyl)-1,2,4-oxadiazol-3-yl]phenyl]methyl]pyrrole-2-carbaldehyde